CC1(OB(OC1(C)C)C=1C2=C(C=3N(C1)N=CN3)OCC2)C 6-(4,4,5,5-tetramethyl-1,3,2-dioxaborolan-2-yl)-7,8-dihydrofuro[2,3-c][1,2,4]triazolo[1,5-a]pyridine